tert-butyl 4-(((2S,5R)-1-(tert-butoxycarbonyl)-5-((S)-(3-fluorophenyl)-(hydroxy)methyl)pyrrolidin-2-yl)methyl)piperidine-1-carboxylate C(C)(C)(C)OC(=O)N1[C@@H](CC[C@@H]1[C@@H](O)C1=CC(=CC=C1)F)CC1CCN(CC1)C(=O)OC(C)(C)C